[N+](=O)([O-])CCCCCC 1-nitrohexane